N1C[C@H](OCC1)CNC(OC(C)(C)C)=O (S)-tert-butyl (morpholin-2-ylmethyl)carbamate